FC(C=1C=C(C=CC1)C[C@@H](C)N)(F)F |r| (R/S)-1-(3-(trifluoromethyl)phenyl)propan-2-amine